C(C)(C)(C)OC(N[C@H](CC1(CCC2(OCCO2)CC1)C#N)C)=O (S)-(1-(8-cyano-1,4-dioxaspiro[4.5]dec-8-yl)propan-2-yl)carbamic acid tert-butyl ester